2-(β-D-Glucopyranosyloxy)-4,7-dimethoxy-2H-1,4-benzoxazin-3(4H)-one [C@@H]1([C@H](O)[C@@H](O)[C@H](O)[C@H](O1)CO)OC1OC2=C(N(C1=O)OC)C=CC(=C2)OC